diethyl-2-(ethoxymethylene)malonate C(C)OC(C(C(=O)OCC)=COCC)=O